N-(3-FORMYL-4-PYRIDINYL)-2,2-DIMETHYLPROPANAMIDE C(=O)C=1C=NC=CC1NC(C(C)(C)C)=O